Br.C(C=C)(=O)N acrylamide hydrobromide salt